4-bromobutanoic acid methyl ester COC(CCCBr)=O